N-[(3-acetoxy-4-methoxypyridin-2-yl)carbonyl]-L-alanine (2S,3S)-3-(2,4-difluorophenyl)-4-methylpentane-2-yl ester FC1=C(C=CC(=C1)F)[C@@H]([C@H](C)OC([C@@H](NC(=O)C1=NC=CC(=C1OC(C)=O)OC)C)=O)C(C)C